potassium potassium hydride [H-].[K+].[K+].[H-]